C(C1=CC=CC=C1)SC=1C=CC(=C(C1)C(C)=O)NC1=C(C=C(C(=C1)F)[C@H]1[C@@H](C1)C(F)(F)F)OC 1-(5-(benzylthio)-2-((5-fluoro-2-methoxy-4-((1R,2R)-2-(trifluoromethyl)cyclopropyl)phenyl)amino)phenyl)ethan-1-one